OC1=CC=C(C=C1)C(C)(C)C1=CC=C(OC2CC(C2)NC(OC(C)(C)C)=O)C=C1 tert-butyl ((1s,3s)-3-(4-(2-(4-hydroxylphenyl)propan-2-yl)phenoxy) cyclobutyl)carbamate